Cl.Cl.COC(C1=C(C=C(C=C1)C#CCNC(=O)C1CCNCC1)C#CCN)=O methyl-2-(3-aminoprop-1-yn-1-yl)-4-(3-(piperidine-4-carboxamido)prop-1-yn-1-yl)benzoate dihydrochloride